(R)-2-(2-(4-amino-6-bromo-9H-pyrimido[4,5-b]indol-9-yl)acetyl)-N-(6-bromopyridin-2-yl)-5-methyl-2-azabicyclo[3.1.0]hexane-3-carboxamide NC1=NC=NC=2N(C3=CC=C(C=C3C21)Br)CC(=O)N2[C@@H]1CC1(CC2C(=O)NC2=NC(=CC=C2)Br)C